3-Methyl-2-(4-(trifluoromethyl)phenethoxy)pyridin-4-amine CC=1C(=NC=CC1N)OCCC1=CC=C(C=C1)C(F)(F)F